ClC1=NN(C(=C1C1=CC=C(C(=N1)C)O[C@@H]1C[C@H](CCC1)C(=O)OC(C)C)C=O)C |r| (+/-)-isopropyl (1S,3S)-3-((6-(3-chloro-5-formyl-1-methyl-1H-pyrazol-4-yl)-2-methylpyridin-3-yl)oxy)cyclohexane-1-carboxylate